CC1CN(CC2=CC(=CC=C12)C(=O)NC=1C=NC=C(C1)N1CCOCC1)C1CC(N(CC1)C)=O 4-methyl-2-(1-methyl-2-oxo-4-piperidyl)-N-(5-morpholino-3-pyridyl)-3,4-dihydro-1H-isoquinoline-7-carboxamide